C(#N)C=1C=NN2C1C(=NC(=C2)C=2C=NN(C2)C)C=2C=CC(=NC2)N2CCN(CC2)C(C(C)C2=CC=CC=C2)=O 1-(4-(5-(3-cyano-6-(1-methyl-1H-pyrazol-4-yl)pyrazolo[1,5-a]pyrazin-4-yl)pyridin-2-yl)piperazin-1-yl)-1-oxo-2-phenylpropan